C(CCC)C1=C(C=2CC3=CC=CC=C3C2C=C1)CCCC DIBUTYLFLUOREN